methyl-(2S,4R)-1-(2-(3-acetyl-5-(2-methylpyrimidin-5-yl)-1H-indazol-1-yl)acetyl)-4-fluoropyrrolidine-2-carboxylic acid C[C@@]1(N(C[C@@H](C1)F)C(CN1N=C(C2=CC(=CC=C12)C=1C=NC(=NC1)C)C(C)=O)=O)C(=O)O